N-(4-((3R,4S)-3-fluoro-4-(methoxy-d3)piperidin-1-yl)-1,3,5-triazin-2-yl)-5-isopropyl-8-((2S,3R)-2-methyl-3-((methanesulfonyl)methyl)azetidin-1-yl)isoquinolin-3-amine F[C@@H]1CN(CC[C@@H]1OC([2H])([2H])[2H])C1=NC(=NC=N1)NC=1N=CC2=C(C=CC(=C2C1)C(C)C)N1[C@H]([C@@H](C1)CS(=O)(=O)C)C